2-(4-isopropyl-5-(8-methoxy-[1,2,4]triazolo[1,5-a]pyridin-6-yl)-1H-pyrazol-3-yl)-5-(1-isopropylpiperidin-4-yl)thiazole C(C)(C)C=1C(=NNC1C=1C=C(C=2N(C1)N=CN2)OC)C=2SC(=CN2)C2CCN(CC2)C(C)C